(3S)-8-(6-tert-butyl-5-fluoropyridin-3-yl)-3-methyl-6-oxo-2H,3H,4H,6H-pyrido[2,1-b][1,3]thiazine-7-carbonitrile C(C)(C)(C)C1=C(C=C(C=N1)C=1C=C2SC[C@H](CN2C(C1C#N)=O)C)F